N-acetyl-beta-galactosamine C(C)(=O)N[C@H]1[C@H](O)O[C@@H]([C@@H]([C@@H]1O)O)CO